OC12CC3(CC(CC(C1)C3)C2)CC(=O)N2CCN(CC2)C2=NC=C(C=C2)O 2-(3-Hydroxy-1-adamantyl)-1-[4-(5-hydroxy-2-pyridyl)piperazin-1-yl]ethanone